ammonium benzimidazole N1=CNC2=C1C=CC=C2.[NH4+]